Benzyl (4-(cyanomethyl)phenyl)carbamate C(#N)CC1=CC=C(C=C1)NC(OCC1=CC=CC=C1)=O